C([C@@H]([C@H]([C@@H](C=O)O)O)O)O L-(-)-xylose